Tert-butyl 4-(4-fluoro-2,3-dimethylphenyl)piperazine-1-carboxylate FC1=C(C(=C(C=C1)N1CCN(CC1)C(=O)OC(C)(C)C)C)C